(7S)-N-[3-(aminomethyl)phenyl]-1-[(4-fluorophenyl)methyl]-7-methyl-5-(1H-pyrrole-2-carbonyl)-6,7-dihydro-4H-pyrazolo[4,3-c]pyridine-3-carboxamide NCC=1C=C(C=CC1)NC(=O)C1=NN(C2=C1CN(C[C@@H]2C)C(=O)C=2NC=CC2)CC2=CC=C(C=C2)F